C(C)(=O)OCCCCCCCCCCCC.C(C)(=O)ON.[Na] sodium lauryl amino diacetate